6-[2-[(Tert-Butyldimethylsilyl)oxy]ethyl]-1-[(4-chlorophenyl)methyl]-4,7-dimethyl-2-[3-(trifluoromethoxy)phenoxy]-1H,4H,5H,6H,7H,8H-imidazo[4,5-e][1,4]diazepine-5,8-dione [Si](C)(C)(C(C)(C)C)OCCC1N(C(C2=C(N(C1=O)C)N=C(N2CC2=CC=C(C=C2)Cl)OC2=CC(=CC=C2)OC(F)(F)F)=O)C